4,4'-bis(1,2,4-triazol-1-yl)biphenyl N1(N=CN=C1)C1=CC=C(C=C1)C1=CC=C(C=C1)N1N=CN=C1